3-Chloro-6-methyl-11-(propylamino)-6,11-dihydrodibenzo[c,f][1,2]thiazepine 5,5-dioxide ClC1=CC2=C(C(C3=C(N(S2(=O)=O)C)C=CC=C3)NCCC)C=C1